5-((7-Amino-3-methyl-3H-imidazo[4,5-b]pyridin-5-yl)oxy)-4-methylpyridine-2-carbonitrile NC1=C2C(=NC(=C1)OC=1C(=CC(=NC1)C#N)C)N(C=N2)C